2-amino-4-(1-phenylcyclopropyl)-1H-pyrimidin-6-one NC=1NC(C=C(N1)C1(CC1)C1=CC=CC=C1)=O